2-[4-[3-[2-[2-(2,6-dioxo-3-piperidyl)-1,3-dioxo-isoindolin-5-yl]ethynyl]azetidin-1-yl]-1-piperidyl]acetic acid tert-butyl ester C(C)(C)(C)OC(CN1CCC(CC1)N1CC(C1)C#CC=1C=C2C(N(C(C2=CC1)=O)C1C(NC(CC1)=O)=O)=O)=O